C(C)(C)(C)OC(=O)N(C1=C(C(=NC=C1)C(=O)OC)CBr)C(=O)OC(C)(C)C Methyl 4-(bis(tert-butoxycarbonyl)amino)-3-(bromomethyl)picolinate